oxazol-5-ylmethyl (4-(1-(oxetan-3-yl)piperidin-4-yl)phenyl)carbamate O1CC(C1)N1CCC(CC1)C1=CC=C(C=C1)NC(OCC1=CN=CO1)=O